4-((4-ethyl-2,6-difluorophenyl)-ethynyl)-4'-propylbiphenyl C(C)C1=CC(=C(C(=C1)F)C#CC1=CC=C(C=C1)C1=CC=C(C=C1)CCC)F